7-(3,3-difluoroazetidin-1-yl)-3,4-dihydronaphthalen-1(2H)-one FC1(CN(C1)C1=CC=C2CCCC(C2=C1)=O)F